(8-(5-(1-(3,5-dimethyl-1H-pyrazol-1-yl)ethyl)-1,2,4-oxadiazol-3-yl)-2-((S)-2,2-dimethylcyclopropane-1-carbonyl)-2,6-diazaspiro[3.4]octan-6-yl)(thiazol-5-yl)methanone CC1=NN(C(=C1)C)C(C)C1=NC(=NO1)C1CN(CC12CN(C2)C(=O)[C@@H]2C(C2)(C)C)C(=O)C2=CN=CS2